3',6'-dihydroxy-5-isothiocyanatospiro[isobenzofuran-1,9'-xanthen]-3-one OC=1C=CC=2C3(C4=CC=C(C=C4OC2C1)O)OC(C1=CC(=CC=C13)N=C=S)=O